CC1=NC2=CC=C(C=C2N=C1C1=CC=C(C=C1)C(F)(F)F)C(=O)O 2-methyl-3-(4-(trifluoromethyl)phenyl)quinoxaline-6-carboxylic acid